C(C)C1(CC=NO1)C 5-ethyl-5-methyl-4,5-dihydroisoxazole